FC1=C(C=CC=C1)CSSCC(F)(F)F (2,2,2-trifluoroethyl) [(2-fluorophenyl)methyl] disulfide